N[C@@H](CCSC)C(=O)N[C@H](CC1=CN(C2=CC=CC=C12)C)C(=O)OCC ethyl Nα-(L-methionyl)-1-methyl-D-tryptophanate